N-(2-amino-ethyl)-3-aminopropyl-methyl-diethoxysilane NCCNCCC[Si](OCC)(OCC)C